C(C)(C)(C)C=1OC(=CN1)C(=O)N1[C@@H](C2=C(CC1)NC=N2)C2=NN1C(C(=CC=C1)C(F)F)=C2 (S)-(2-(tert-butyl)oxazol-5-yl)(4-(4-(difluoromethyl)pyrazolo[1,5-a]pyridin-2-yl)-1,4,6,7-tetrahydro-5H-imidazo[4,5-c]pyridin-5-yl)methanone